OC(CN1CC2=C(C=C(C=C2CC1)C=1N=C2C(=NC1)N(C=C2C2=CC=C(C(=O)N(C)C)C=C2)S(=O)(=O)C2=CC=C(C)C=C2)OC)(C)C 4-(2-(2-(2-hydroxy-2-methylpropyl)-8-methoxy-1,2,3,4-tetrahydroisoquinolin-6-yl)-5-tosyl-5H-pyrrolo[2,3-b]pyrazin-7-yl)-N,N-dimethylbenzamide